2-(1-((R)-6-fluoro-6,7-dihydro-5H-pyrrolo[1,2-c]imidazol-1-yl)but-3-yn-1-yl)-2H-indazole F[C@@H]1CC=2N(C=NC2C(CC#C)N2N=C3C=CC=CC3=C2)C1